NC1=C(C=C(C=C1)C=1SC(=CC1)F)NC(C1=CC=C(C=C1)[S@@](=O)(=N)C)=O (R)-N-[2-amino-5-(5-fluoro-2-thienyl)phenyl]-4-(methylsulfonimidoyl)benzamide